3-[4-[4-[4-[4-[3-amino-6-(2-hydroxyphenyl)pyridazin-4-yl]pyrazol-1-yl]cyclohexyl]piperazin-1-yl]-3-fluoro-phenyl]piperidine-2,6-dione NC=1N=NC(=CC1C=1C=NN(C1)C1CCC(CC1)N1CCN(CC1)C1=C(C=C(C=C1)C1C(NC(CC1)=O)=O)F)C1=C(C=CC=C1)O